tert-butyl (R)-3-((6-chloro-4-methylpyridazin-3-yl) amino)-piperidine-1-carboxylate ClC1=CC(=C(N=N1)N[C@H]1CN(CCC1)C(=O)OC(C)(C)C)C